4-amino-N,1-dimethyl-N-(6-((1-methyl-1,2,3,6-tetrahydropyridin-4-yl)ethynyl)-2,3-dihydrobenzofuran-3-yl)-1H-pyrazolo[4,3-c]quinoline-8-carboxamide NC1=NC=2C=CC(=CC2C2=C1C=NN2C)C(=O)N(C2COC1=C2C=CC(=C1)C#CC=1CCN(CC1)C)C